NC=1NC2=C(N1)C=CC=C2C=2C(=C(C(=CC2)S(=O)(=O)C2CC(C2)N)S(=O)(=O)N)C=2N=NNN2 3-(2-amino-3H-benzo[d]imidazol-4-yl)-6-((1r,3r)-3-aminocyclobutylsulfonyl)-2-(2H-tetrazol-5-yl)benzenesulfonamide